C(C=C)[C@]1([C@H](N(CC1=O)C(=O)OCC1=CC=CC=C1)C(=O)OC)CO (2S,3S)-1-benzyl 2-methyl 3-allyl-3-(hydroxymethyl)-4-oxopyrrolidine-1,2-dicarboxylate